2-oxazolidone C1COC(=O)N1